C1(CC1)CN1N=CC(=C1)CC1=CC(=NN1)C(F)(F)F 5-((1-(cyclopropylmethyl)-1H-pyrazol-4-yl)methyl)-3-(trifluoromethyl)-1H-pyrazol